NC1=NC(=NN2C1=NC=C2C(O)C2=NC=CC=C2)OCCCC (4-amino-2-butoxyimidazo[2,1-f][1,2,4]triazin-7-yl)(pyridin-2-yl)methanol